ClC1=C(COC2=CC=CC3=C2C(=NO3)NC=3C=NC=CC3)C=C(C=C1)F 4-(2-chloro-5-fluorobenzyloxy)-3-(pyridin-3-ylamino)benzo[d]isoxazole